CC=1C(=C(C=2CC3=CC=CC=C3C2C1)N(C=1C2(C3=CC4=CC=CC=C4C3=CC1)C=CC=C1C3=CC=CC=C3C=C12)C1=CC=CC=2OC3=C(C21)C=CC=C3)C (dimethylfluorenyl)(Dibenzofuranyl)(spirobifluorenyl)amine